OC[C@@H](C(=O)N1CC2=NN(C=C2C1)S(=O)(=O)C1=C(N=C(S1)OCC)C)C1=CC=CC=C1 (2S)-3-hydroxy-1-{2-[(2-ethoxy-4-methyl-1,3-thiazol-5-yl)sulfonyl]-2H,4H,5H,6H-pyrrolo[3,4-c]pyrazol-5-yl}-2-phenylpropan-1-one